3-((2,6-Dimethoxy-4-(2-Methyl-1-Oxo-1,2-Dihydro-2,7-Naphthyridin-4-Yl)Benzyl)(Methyl)Amino)Bicyclo[1.1.1]Pentane-1-Carboxylic Acid COC1=C(CN(C23CC(C2)(C3)C(=O)O)C)C(=CC(=C1)C1=CN(C(C3=CN=CC=C13)=O)C)OC